OC1=C(C=CC(=C1)OCC(CCCC)CC)C1=NC=NC=N1 (2-hydroxy-4-(2-ethylhexyloxy)phenyl)-1,3,5-triazine